5-bromo-2-(1,2,3-triazol-1-yl)pyridine BrC=1C=CC(=NC1)N1N=NC=C1